ethyl 2-(4-amino-6-(cyclopent-1-en-1-yl)-9H-pyrimido[4,5-b]indol-9-yl)acetate NC1=NC=NC=2N(C3=CC=C(C=C3C21)C2=CCCC2)CC(=O)OCC